NCC1C2=CC=CC=C2CC=2C=CC=CC12 9-aminomethyl-9,10-dihydro-anthracene